(2-methyl-4-(4-(tert-butyl)phenyl)-1H-inden-1-yl)silane CC=1C(C2=CC=CC(=C2C1)C1=CC=C(C=C1)C(C)(C)C)[SiH3]